tert-butyl 4-(5-cyclopropyl-7-tosyl-7H-pyrrolo[2,3-d]pyrimidin-4-yl)piperazine-1-carboxylate C1(CC1)C1=CN(C=2N=CN=C(C21)N2CCN(CC2)C(=O)OC(C)(C)C)S(=O)(=O)C2=CC=C(C)C=C2